(R)-N-(3-(4-fluorophenyl)pyrrolidin-3-yl)-4-(trifluoromethoxy)benzenesulfonamide FC1=CC=C(C=C1)[C@]1(CNCC1)NS(=O)(=O)C1=CC=C(C=C1)OC(F)(F)F